C(C)(CCC)SP(=S)(OC(C)CCC)[O-].[Zn+2].C(=C)C1=CC=C(C[O+])C=C1 (4-vinylbenzyl)oxygen zinc di-sec-pentyl-dithiophosphate